CC(C1=CC=CC=C1)N1SC(=C(C1=O)Br)Cl 2-(S)-α-methylbenzyl-4-bromo-5-chloro-4-isothiazolin-3-one